4-{6-[4-(amino-methyl)-4-methyl-piperidin-1-yl]-1H-pyrazolo[3,4-b]-pyrazin-3-yl}-5-chloropyridin-2-amine NCC1(CCN(CC1)C1=CN=C2C(=N1)NN=C2C2=CC(=NC=C2Cl)N)C